FC(C1=NN(C=C1NC(=O)C=1C=NN2C1N=C(C=C2)N2CCOCC2)C2CCN(CC2)CC=2C(=NC=C(C2)N2C(NC(CC2)=O)=O)F)F N-(3-(difluoromethyl)-1-(1-((5-(2,4-dioxotetrahydropyrimidin-1(2H)-yl)-2-fluoropyridin-3-yl)methyl)piperidin-4-yl)-1H-pyrazol-4-yl)-5-morpholinopyrazolo[1,5-a]pyrimidine-3-carboxamide